tert-butyl 2-(5-{4-fluoro-2-[1-(propan-2-yl)-1H-1,2,4-triazol-5-yl]phenoxy}pyrimidin-4-yl)-2,7-diazaspiro[3.5]nonane-7-carboxylate FC1=CC(=C(OC=2C(=NC=NC2)N2CC3(C2)CCN(CC3)C(=O)OC(C)(C)C)C=C1)C1=NC=NN1C(C)C